4-[4-(pyrimidin-2-yl)piperazin-1-yl]-1-[3-chloro-10,11-dihydro-5H-dibenzo[b,f]azepin-5-yl]butan-1-one oxalate C(C(=O)O)(=O)O.N1=C(N=CC=C1)N1CCN(CC1)CCCC(=O)N1C2=C(CCC3=C1C=CC=C3)C=CC(=C2)Cl